CCCCCCCCCCCCCCCCC(=O)OC(CC(=O)[O-])C[N+](C)(C)C The molecule is an O-acylcarnitine in which the acyl group is specified as heptadecanoyl. It has a role as a rat metabolite, a human metabolite and a biomarker. It derives from a heptadecanoic acid.